C(C)OC(C(=C(C)C)F)=O fluoro-3-methylbut-2-enoic acid ethyl ester